2,4-Bis(4-methoxyphenyl)-1,3,2,4-dithiadiphosphetane COC1=CC=C(C=C1)P1SP(S1)C1=CC=C(C=C1)OC